4-(hexadecylthio)-2-ethoxybutan-1-ol C(CCCCCCCCCCCCCCC)SCCC(CO)OCC